O[C@H]1CC[C@H](CC1)NC1=NC=C2NC(N(C2=N1)C1=C(C=CC=C1)OC)=O 2-(cis-4-Hydroxycyclohexylamino)-9-(2-methoxyphenyl)-8-oxo-8,9-dihydro-7H-purine